(4S)-1-((1S)-1-(2-(amino(1,4-dioxaspiro[4.5]decan-8-yl)methyl)imidazo[1,2-b]pyridazin-7-yl)-2-methoxyethyl)-4-(trifluoromethyl)imidazolidin-2-one NC(C=1N=C2N(N=CC(=C2)[C@@H](COC)N2C(N[C@@H](C2)C(F)(F)F)=O)C1)C1CCC2(OCCO2)CC1